(R)-2-(((5-(tert-butyl)-6-chloro-1H-indazol-3-yl)amino)methyl)-4-chloro-N,1-dimethyl-N-(pyrrolidin-3-yl)-1H-imidazole-5-carboxamide C(C)(C)(C)C=1C=C2C(=NNC2=CC1Cl)NCC=1N(C(=C(N1)Cl)C(=O)N([C@H]1CNCC1)C)C